α,α,2,3,5,6-hexafluoro-benzeneacetic acid FC(C(=O)O)(C1=C(C(=CC(=C1F)F)F)F)F